OC(C(=O)O)(CCC)C hydroxy-α-methyl-valeric acid